N1(C=NC2=C1C=CC=C2)C=2C=C(OC1=CC=3N(C4=CC=C(C=C4C3C=C1)Cl)C1=NC=CC(=C1)C(C)(C)C)C=CC2 2-(3-(1H-benzo[d]imidazol-1-yl)phenoxy)-9-(4-(tert-butyl)pyridin-2-yl)-6-chloro-9H-carbazole